5-amino-2-(trifluoromethoxy)nicotinonitrile NC=1C=NC(=C(C#N)C1)OC(F)(F)F